C(C)OC(=O)C1CN(CC12CN(C2)C(=O)C2C(C2)(C)C)CC2=CC=CC=C2 6-benzyl-2-(2,2-dimethylcyclopropane-1-carbonyl)-2,6-diazaspiro[3.4]Octane-8-carboxylic acid ethyl ester